C(=O)(O)C1=C(C=C(C=C1)C(=O)O)C1=C2C=C3C=4C(=C2OC2=C1C=C1N(CC5N(C1=C2)CCC5)C(CCOCCOCCOCCOC)=O)CCC[N+]4CCC3 9-(2,5-dicarboxyphenyl)-11-(2,5,8,11-tetraoxatetradecan-14-oyl)-1,2,3,5,6,7,11,12,12a,13,14,15-dodecahydropyrrolo[1,2-a]quinolizino[1',9':6,7,8]chromeno[3,2-g]quinoxalin-4-ium